BrC=1C=C(N)C=C(C1)N1CCN(CC1)C 3-bromo-5-(4-methylpiperazin-1-yl)aniline